5-(2-chlorophenoxy)-3-((2-(3-fluoropyridin-2-yl)ethyl)amino)-4H-benzo[e][1,2,4]thiadiazine 1,1-dioxide ClC1=C(OC2=CC=CC3=C2NC(=NS3(=O)=O)NCCC3=NC=CC=C3F)C=CC=C1